N-[2-amino-5-(4-fluorophenyl)phenyl]-5-[(methylsulfonimidoyl)methyl]benzothiophene-2-carboxamide NC1=C(C=C(C=C1)C1=CC=C(C=C1)F)NC(=O)C=1SC2=C(C1)C=C(C=C2)CS(=O)(=N)C